4-(p-tolylcarbamoyl)-3,4-dihydronaphthalene-2,2(1H)-dicarboxylic acid diethyl ester C(C)OC(=O)C1(CC2=CC=CC=C2C(C1)C(NC1=CC=C(C=C1)C)=O)C(=O)OCC